4-hexene-3-one CCC(C=CC)=O